O=C1CC2(OC3=C1C=CC=C3)CN(C2)C(=O)OC(C)(C)C tert-butyl 4'-oxo-3',4'-dihydrospiro[azetidine-3,2'-[1]benzopyran]-1-carboxylate